7-chloro-N5-(1-methyl-4-piperidyl)isoquinoline-3,5-diamine ClC=1C=C(C=2C=C(N=CC2C1)N)NC1CCN(CC1)C